3,4-dichloro-2-(pyridine-4-carbonyl)phenyl trifluoromethanesulfonate FC(S(=O)(=O)OC1=C(C(=C(C=C1)Cl)Cl)C(=O)C1=CC=NC=C1)(F)F